CC1=CN=C(S1)OC=1C=NC=C(C1C)B1OC(C(O1)(C)C)(C)C 5-methyl-2-[[4-methyl-5-(4,4,5,5-tetramethyl-1,3,2-dioxaborolan-2-yl)-3-pyridyl]oxy]thiazole